C(C)(C)(C)OC(=O)NCC=1C=C(C(C(=O)OC)=CC1CCCO)C(=O)OC dimethyl 4-(((tert-butoxycarbonyl)amino)methyl)-5-(3-hydroxypropyl)phthalate